methylpropenyl-tributyltin CC(CCC)[Sn](CCCC)(CCCC)C=CC